N,N,N',N',N'',N''-Hexamethyl-guanidinium chlorid [Cl-].CN(C(=[N+](C)C)N(C)C)C